5-((S or R)-6-chloro-2-(3-(dimethylamino)azetidin-1-yl)-8-fluoro-7-(3-hydroxynaphthalen-1-yl)quinazolin-4-yl)-2,5-diazabicyclo[4.1.0]heptane-2-carboxylate ClC=1C=C2C(=NC(=NC2=C(C1C1=CC(=CC2=CC=CC=C12)O)F)N1CC(C1)N(C)C)N1CCN(C2CC12)C(=O)[O-]